3-(3-tert-butoxy-3-oxo-propyl)-5-oxo-pyrrolidine-3-carboxylic acid methyl ester COC(=O)C1(CNC(C1)=O)CCC(=O)OC(C)(C)C